FC1=CC(=C2C=CNC2=C1)C=1N=C(C(N(C1)C1=CC=NN1C)=O)N1[C@@H](COCC1)C (R)-5-(6-fluoro-1H-indol-4-yl)-1-(1-methyl-1H-pyrazol-5-yl)-3-(3-methylmorpholino)pyrazin-2(1H)-one